Cl.ClC1=CC(=C(C=C1)C1=CC=C(C=C1)N1CCN(CC1)CC1(CC1)C(F)(F)F)N1CC(CCC1)N1N=CC(=C1C(F)F)C(=O)O 1-{1-[4-Chloro-4'-(4-{[1-(trifluoromethyl)cyclopropyl]methyl}piperazin-1-yl)[biphenyl]-2-yl]piperidin-3-yl}-5-(difluoromethyl)-1H-pyrazole-4-carboxylic acid hydrochloride